ClC=1C(=NC=CC1C1=C(C(=CC=C1)C1=CC=C2C(=N1)N(C=C2CNC[C@H](C)O)C)Cl)C2=CC(=C(CNC[C@H]1CCC(N1)=O)C=C2)OC (R)-5-(((4-(3-chloro-4-(2-chloro-3-(3-((((S)-2-hydroxypropyl)amino)methyl)-1-methyl-1H-pyrrolo[2,3-b]pyridin-6-yl)phenyl)pyridin-2-yl)-2-methoxybenzyl)amino)methyl)pyrrolidin-2-one